ClC1=C(C=CC=C1Cl)SC1=C(C=C(S1)C(C)=O)[N+](=O)[O-] 1-(5-(2,3-Dichlorophenylthio)-4-nitrothiophen-2-yl)ethanone